C(#N)C=1C=CC(=NC1OCCN(C)C)NC(C1=CN=C(C=C1)C1=C(C=C(C=C1)C1=NOC(=N1)C)F)=O N-(5-Cyano-6-(2-(dimethylamino)ethoxy)pyridin-2-yl)-6-(2-fluoro-4-(5-methyl-1,2,4-oxadiazol-3-yl)phenyl)nicotinamid